O=C1C(=NC2=CC=C(C=C12)S(=O)(=O)[O-])C1=NC2=CC=C(C=C2C1=O)S(=O)(=O)[O-].[Na+].[Na+] disodium 3,3'-dioxo-2,2'-biindolyl-5,5'-disulfonate